(5-(4-methoxyphenyl)-7-(trifluoromethyl)pyrazolo[1,5-a]pyrimidin-3-yl)(thiophen-2-yl)methanone COC1=CC=C(C=C1)C1=NC=2N(C(=C1)C(F)(F)F)N=CC2C(=O)C=2SC=CC2